N1CC(C1)COC=1C=C(C(=O)N[C@H](C)C=2C=NC(=NC2)C(F)(F)F)C=C(C1)C=1SC(=CN1)C 3-(azetidin-3-ylmethoxy)-5-(5-methyl-1,3-thiazol-2-yl)-N-{(1R)-1-[2-(trifluoromethyl)pyrimidin-5-yl]ethyl}benzamide